[K].CN(C)CC1=CC=C(C=C1)S(=O)(=O)NC(CCC1=C(C=C(C=C1C1=CC(=NC=C1)OC)F)C(C)C)=O N-((4-((Dimethylamino)methyl)phenyl)sulfonyl)-3-(4-fluoro-2-isopropyl-6-(2-methoxypyridin-4-yl)phenyl)propanamide, potassium salt